diazepine-7-carboxamide N1N=CC=CC=C1C(=O)N